(2R,3S)-3-(4,4-diethyl-2-imino-6-oxotetrahydropyrimidin-1(2H)-yl)-N-((1R,2R)-2-hydroxy-2,3-dihydro-1H-inden-1-yl)-2-(methoxymethyl)-2-methyl-2,3-dihydrobenzofuran-5-carboxamide C(C)C1(NC(N(C(C1)=O)[C@@H]1[C@](OC2=C1C=C(C=C2)C(=O)N[C@H]2[C@@H](CC1=CC=CC=C21)O)(C)COC)=N)CC